3-((2s,6r)-2,6-dimethylmorpholino)-6-((3-methoxy-4-((6-methylpyridin-3-yl)methoxy)phenyl)amino)quinoxaline-5-carbonitrile C[C@@H]1O[C@@H](CN(C1)C=1C=NC=2C=CC(=C(C2N1)C#N)NC1=CC(=C(C=C1)OCC=1C=NC(=CC1)C)OC)C